CC=1C=CC(=NC1)S(=O)(=O)NC=1C=CC=C2C=CC=NC12 5-methyl-N-(quinolin-8-yl)pyridine-2-sulfonamide